C1(CCCCC1)C(=O)ONC[C@@]1(OC2=C(C1)C(=C(C=C2)Cl)C2=C(C(=CC=C2C(N)=O)OC)F)C2=CC=CC=C2 ((((2s,4s)-4-(6-carbamoyl-2-fluoro-3-methoxyphenyl)-5-chloro-2-phenyl-2,3-dihydrobenzofuran-2-yl) methyl) amino) cyclohexanecarboxylate